(8-amino-3-cyclopentylimidazo[1,5-a]pyrazin-1-yl)phenol NC=1C=2N(C=CN1)C(=NC2C2=C(C=CC=C2)O)C2CCCC2